N-((1s,4s)-4-((5-(4-fluorobenzoyl)-2-((4-(4-methylpiperazin-1-yl)phenyl)amino)-7H-pyrrolo[2,3-d]pyrimidin-4-yl)amino)cyclohexyl)butyramide FC1=CC=C(C(=O)C2=CNC=3N=C(N=C(C32)NC3CCC(CC3)NC(CCC)=O)NC3=CC=C(C=C3)N3CCN(CC3)C)C=C1